C(C)(C)(C)C1=CC=C(C(=O)O)C=C1 p-tertbutyl-benzoic acid